1-(4-(3-(2,6-dichlorophenyl)-3-fluoroazetidin-1-yl)-3,5-dimethylbenzyl)piperidine-4-carboxylic acid methyl ester COC(=O)C1CCN(CC1)CC1=CC(=C(C(=C1)C)N1CC(C1)(F)C1=C(C=CC=C1Cl)Cl)C